rel-(R)-6-((5-(2-hydroxypropan-2-yl)pyridin-2-yl)amino)-N-(methyl-d3)-4-((2,4,5-trimethyl-4,5-dihydro-2H-[1,2,3]triazolo[4,5-c][1,7]naphthyridin-6-yl)amino)pyridazine-3-carboxamide OC(C)(C)C=1C=CC(=NC1)NC1=CC(=C(N=N1)C(=O)NC([2H])([2H])[2H])NC1=NC=CC=2C=3C([C@H](N(C12)C)C)=NN(N3)C |o1:32|